FC(F)OC(=O)N1CCCCC1.FC([C@@H]1C[C@@H](NCC1)C1=C(CN2C(NC(C3=C2C=CN3)=O)=S)C=CC=C1)F |r| rac-1-(2-((2R,4S)-4-(Difluoromethyl)piperidin-2-yl)benzyl)-2-thioxo-1,2,3,5-tetrahydro-4H-pyrrolo[3,2-d]pyrimidin-4-one (difluoromethyl)piperidine-1-carboxylate